2-(6-amino-5-(8-(2-chloropyrimidin-4-yl)-3,8-diazabicyclo[3.2.1]oct-3-yl)pyridazin-3-yl)phenol NC1=C(C=C(N=N1)C1=C(C=CC=C1)O)N1CC2CCC(C1)N2C2=NC(=NC=C2)Cl